ClC1=C(C=CC=C1)C1N(CCC(C1)(C)C)C(=O)N1CC(C2(CN(C2)C(=O)OC(C)(C)C)CC1)(F)F tert-butyl 7-[2-(2-chlorophenyl)-4,4-dimethyl-piperidine-1-carbonyl]-5,5-difluoro-2,7-diazaspiro[3.5]nonane-2-carboxylate